5-(3,5-difluorophenyl)-6-methyl-2,5,6,7-tetrahydro-3H-pyrrolo[2,1-c][1,2,4]triazol-3-one FC=1C=C(C=C(C1)F)C1C(CC2=NNC(N21)=O)C